O=C1NC2=CC=CC=C2C(N1C(C(=O)O)CO)=O 2-(2,4-dioxo-1H-quinazolin-3-yl)-3-hydroxypropanoic acid